N-methyl-[1,2,4]Triazolo[4,3-a]Quinoline CN1N=C2N(C3=CC=CC=C3C=C2)C1